N1N=CC2=CC(=CC=C12)NC1=NC(=NC=C1)C=1C=CC2=C(OC(CO2)C(=O)NC(C)C)C1 7-(4-((1H-indazol-5-yl)amino)pyrimidin-2-yl)-N-isopropyl-2,3-dihydrobenzo[b][1,4]dioxin-2-carboxamide